2-[2-[(2S)-1-[4-(4-methoxyphenyl)phenyl]sulfonylpyrrolidine-2-carbonyl]hydrazino]acetamide COC1=CC=C(C=C1)C1=CC=C(C=C1)S(=O)(=O)N1[C@@H](CCC1)C(=O)NNCC(=O)N